FC1=CC=CC=2N(C(=NC21)C=2C(=NON2)N)CC2=CN=NC=C2 4-(4-fluoro-1-(pyridazin-4-ylmethyl)-benzoimidazol-2-yl)-1,2,5-oxadiazol-3-amine